C(CCCCCCC)C(CCOC(CCCCCC(=O)N(C)OC)=O)CCCCCCCC.CON(C(CCCCCC(=O)OCCC(CCCCCCCCCCCC)CCCCCCCCCCCC)=O)C 3-dodecylpentadecyl 7-(methoxy(methyl)amino)-7-oxoheptanoate 3-octylundecyl-7-(methoxy(methyl)amino)-7-oxoheptanoate